alpha-L-mannuronic acid O[C@H]1[C@H](O)[C@H](O)[C@@H](O)[C@@H](O1)C(=O)O